octylphenylthioethylantimony C(CCCCCCC)[Sb]CCSC1=CC=CC=C1